2-chloro-4-[[6-[1-cyclopropyl-4-(trifluoromethyl)imidazol-2-yl]-5-fluoro-3-pyridyl]methoxy]-7-(2-trimethylsilylethoxymethyl)pyrrolo[2,3-d]pyrimidine-5-carbonitrile ClC=1N=C(C2=C(N1)N(C=C2C#N)COCC[Si](C)(C)C)OCC=2C=NC(=C(C2)F)C=2N(C=C(N2)C(F)(F)F)C2CC2